CS(=O)(=O)C1=NN(C=C1[N+](=O)[O-])C1CCC(CC1)C(=O)OC (1R,4R)-methyl 4-(3-(methylsulfonyl)-4-nitro-1H-pyrazol-1-yl)cyclohexanecarboxylate